CN([C@@H]1C(=CC([C@]2(C(=C3C(C4=C(C=CC(=C4C[C@H]3C[C@@H]12)CN(C)OC)O)=O)O)O)=O)O)C (4S,4aS,5aR,12aS)-4-Dimethylamino-3,10,12,12a-tetrahydroxy-7-[(methoxy(methyl)amino)-methyl]-1,11-dioxo-1,4,4a,5,5a,6,11,12a-octahydro-naphthacen